COC1=CC=C(C=C1)NC1=C(N=C(C(=N1)C#N)C#N)NC1=CC=C(C=C1)OC bis[(4-methoxyphenyl)amino]pyrazine-2,3-dicarbonitrile